(7S)-4,7-difluoro-N-((1R)-3-(4-hydroxypiperidin-1-yl)-1-(6-(5-methyl-2,4-dioxoimidazolidin-1-yl)pyridin-3-yl)propyl)-7-isopropyl-5,6,7,8-tetrahydroacridine-2-carboxamide FC1=CC(=CC2=CC=3C[C@@](CCC3N=C12)(C(C)C)F)C(=O)N[C@H](CCN1CCC(CC1)O)C=1C=NC(=CC1)N1C(NC(C1C)=O)=O